P(OC1=C(C=CC=C1C)C(C)(C)C)(OC1=C(C=CC=C1C)C(C)(C)C)OCC Bis(2-t-butyl-6-methyl-phenyl) ethyl phosphite